C(=O)(O)CN1CCN(CCN(C[C@H](N(CC1)CC(=O)[O-])CC1=CC=C(C=C1)OCCOCCOCCOC)CC(=O)[O-])CC(=O)[O-] 2,2',2''-[(2R)-10-(carboxymethyl)-2-(4-{2-[2-(2-methoxyethoxy)ethoxy] ethoxy}benzyl)-1,4,7,10-tetraazacyclododecane-1,4,7-triyl]triacetate